C(C1=CN=CC=C1)(=O)OC1=CC(=CC(=C1)\C=C\C1=CC=C(C=C1)OC(C1=CN=CC=C1)=O)OC(C1=CN=CC=C1)=O (E)-5-(4-(nicotinoyloxy)styryl)-1,3-phenylene dinicotinate